NC1CCN(CC1)C1=NC(=C(C=2N1C=CN2)C2=CC(=C(C=C2)OC)C#N)C2=CC(=C(C#N)C=C2)F 4-(5-(4-aminopiperidin-1-yl)-8-(3-cyano-4-methoxyphenyl)imidazolo[1,2-c]pyrimidin-7-yl)-2-fluorobenzonitrile